6-Methyldihydro-2H-pyran-3(4H)-one CC1CCC(CO1)=O